7-fluoro-2-((trimethylsilyl)ethynyl)-4H-pyrido[1,2-a]pyrimidin-4-one FC=1C=CC=2N(C(C=C(N2)C#C[Si](C)(C)C)=O)C1